ClC1=CC=C(C(=N1)C(=O)OC(C)(C)C)N[C@H](C)C=1C=C(C=C2C(C(=C(OC12)C1=C(C=CC(=C1)C#N)F)C)=O)C tert-Butyl 6-chloro-3-[[(1R)-1-[2-(5-cyano-2-fluoro-phenyl)-3,6-dimethyl-4-oxo-chromen-8-yl]ethyl]amino]pyridine-2-carboxylate